technetium mevalonate C(C[C@@](O)(C)CCO)(=O)[O-].[Tc+4].C(C[C@@](O)(C)CCO)(=O)[O-].C(C[C@@](O)(C)CCO)(=O)[O-].C(C[C@@](O)(C)CCO)(=O)[O-]